NC1=C(C=C(C=C1)C(=O)OC)N[C@H]1CN(C[C@H]1OC)C(=O)OC(C)(C)C tert-butyl (3S,4R)-3-((2-amino-5-(methoxycarbonyl) phenyl) amino)-4-methoxypyrrolidine-1-carboxylate